O=C1CC[C@H](N1)C(=O)O L-5-Oxoprolin